OCCN(C)CC1(CCC1)CNC(=O)C1=CC2=C(S1)CCCCCC2 N-[[1-[[2-hydroxyethyl-(methyl)amino]methyl]cyclobutyl]methyl]-4,5,6,7,8,9-hexahydrocycloocta[b]thiophene-2-carboxamide